NC1=NN(C=C1)C1CN(C1)C(=O)C1=CC=C(C=C1)C=1C2=C(C(N(C1)C\C=C\C)=O)NC(=C2)C 4-[4-[3-(3-aminopyrazol-1-yl)azetidine-1-carbonyl]phenyl]-6-[(E)-but-2-enyl]-2-methyl-1H-pyrrolo[2,3-c]pyridin-7-one